C1(CC1)C(CNC=1N=CC2=C(N1)NC=C2C2=NC=1N(C=C2)N=CC1)(F)F N-(2-cyclopropyl-2,2-difluoroethyl)-5-(pyrazolo[1,5-a]pyrimidin-5-yl)-7H-pyrrolo[2,3-d]pyrimidin-2-amine